CC1(CCCCC1)NC(=O)C1=CC=CC(=N1)C(=O)O 6-((1-methylcyclohexyl)carbamoyl)picolinic acid